C(N)(OC(C1CCN(CC1)NC(=O)C1=NC2=CC=C(C=C2C=C1)Cl)C(C)(C)C)=O tert-butyl-((1-(6-chloroquinoline-2-carboxamido) piperidin-4-yl) methyl) carbamate